4,7-dichloro-3-hydroxy-3-(2-(4-methoxyphenyl)-2-oxoethyl)indol-2-one chromium [Cr].ClC1=C2C(C(NC2=C(C=C1)Cl)=O)(CC(=O)C1=CC=C(C=C1)OC)O